Methyl 5-(pyridin-2-ylsulfonyl)-3,4,5,6-tetrahydropyrrolo[3,4-c]pyrrole-2(1H)-carboxylate N1=C(C=CC=C1)S(=O)(=O)N1CC2=C(C1)CN(C2)C(=O)OC